methyl 8-(cyclopropylmethyl)-3,3-dimethyl-2-oxo-pyrrolo[3,2-g]indole-1,7-dicarboxylate C1(CC1)CN1C(=CC=2C=CC3=C(C12)N(C(C3(C)C)=O)C(=O)OC)C(=O)[O-]